tri-methylolethane C(O)C(C)(CO)CO